FC(C(=O)O)(F)F.C(C1=CC=CC=C1)NC(=N)N1CC(C=2C3=C(C=CC12)C(=CC=C3)Br)C N-Benzyl-6-bromo-1-methyl-1,2-dihydro-3H-benzo[e]indole-3-carboximidamide 2,2,2-trifluoroacetic acid salt